NC1CCC2(CC3(NC(N(C3=O)C)=O)C2)CC1 10-Amino-2-methyl-2,4-diazadispiro[4.1.57.15]tridecane-1,3-dione